(+-)-3-(2-chloro-4-dimethylphosphoryl-phenyl)-1,4-oxazepan-4-carboxylic acid tert-butyl ester C(C)(C)(C)OC(=O)N1[C@@H](COCCC1)C1=C(C=C(C=C1)P(=O)(C)C)Cl |r|